N-[4-(3-isohexyloxyphenyl)-6-[4-(4-methylpiperazin-1-yl)phenoxy]pyrimidin-2-yl]-1-methyl-pyrazole-4-sulfonamide C(CCC(C)C)OC=1C=C(C=CC1)C1=NC(=NC(=C1)OC1=CC=C(C=C1)N1CCN(CC1)C)NS(=O)(=O)C=1C=NN(C1)C